[C@H]12CC(C[C@H](CC1)N2)NC(=O)NC2=CC=C(C=C2)OC(F)(F)F 1-((1R,3s,5S)-8-azabicyclo[3.2.1]octan-3-yl)-3-(4-(trifluoromethoxy)phenyl)urea